(6-(difluoromethoxy)pyridin-3-yl)boronic acid FC(OC1=CC=C(C=N1)B(O)O)F